OOCCCCCCCCCCCCC tridecyl hydroxy ether